CNCCCC=C(C(=O)N)C 3-(N-methylaminopropyl)methacrylamide